N-nonyl-N'-undecylurea C(CCCCCCCC)NC(=O)NCCCCCCCCCCC